C(#N)C=1C=C(CC=2NC(=NN2)C(=O)NC2=NC=CC(=C2)C2=C(C=CC(=C2)OCCCC(C)(C)O)C)C=CC1 5-(3-cyanobenzyl)-N-(4-(5-((4-hydroxy-4-methylpentyl)oxy)-2-methylphenyl)pyridin-2-yl)-4H-1,2,4-triazole-3-carboxamide